3-((5-bromo-1-isopropyl-1H-indazol-3-yl)methoxy)benzoic acid methyl ester COC(C1=CC(=CC=C1)OCC1=NN(C2=CC=C(C=C12)Br)C(C)C)=O